FCS(=O)(=O)N 1-fluoro-methanesulfonamide